arabinonic acid O=C([C@@H](O)[C@H](O)[C@H](O)CO)O